N-(2,6-dimethyl-4-(trifluoromethyl)phenyl)-1-(tetrahydro-2H-pyran-2-yl)-1H-imidazo[4,5-c]pyridine-4-amine CC1=C(C(=CC(=C1)C(F)(F)F)C)NC1=NC=CC2=C1N=CN2C2OCCCC2